C(#N)C=1C=NC2=CC(=C(C=C2C1N1CCN(CCC1)C(CNC(OC(C)(C)C)=O)=O)OC)OC tert-butyl (2-(4-(3-cyano-6,7-dimethoxyquinolin-4-yl)-1,4-diazepan-1-yl)-2-oxoethyl)carbamate